tert-Butyl (4-(5,5-dimethyl-1,3,2-dioxaborolan-2-yl)-7-fluorobenzo[b]thiophen-2-yl)carbamate CC1(COB(O1)C1=CC=C(C=2SC(=CC21)NC(OC(C)(C)C)=O)F)C